COC1=C(OC2=C(C=C(C#N)C=C2)C(F)(F)F)C=CC(=C1)C=C1OC2=C(C1=O)C=C(C=C2)OC 4-(2-methoxy-4-((5-methoxy-3-oxo-benzofuran-2(3H)-ylidene)methyl)phenoxy)-3-(trifluoromethyl)benzonitrile